(S)-(3,6-dioxo-1,4-dioxan-2-yl)methyl 2-acetoxybenzoate C(C)(=O)OC1=C(C(=O)OC[C@@H]2OC(COC2=O)=O)C=CC=C1